CC[C@@H](CO)O The molecule is a butane-1,2-diol of S-configuration. It is an enantiomer of a (R)-butane-1,2-diol. It derives from a hydride of a butane.